6-chloro-3-(((1,4-dihydroquinazolin-2-yl)thio)methyl)-5H-thiazolo[2,3-b]Quinazoline dihydrochloride Cl.Cl.ClC1=C2CN3C(=NC2=CC=C1)SC=C3CSC=3NC1=CC=CC=C1CN3